3,6-diamino-1,2,4,5-tetramethylbenzene NC=1C(=C(C(=C(C1C)C)N)C)C